IC=1C=C(CN2C(C=C(C=C2)C)=O)C=CC1 1-(3-iodobenzyl)-4-methylpyridin-2(1H)-one